(S)-2-chloro-4-(2-(hydroxymethyl)pyrrolidin-1-yl)-7,8-dihydropyrido[4,3-d]pyrimidine-6(5H)-carboxylic acid tert-butyl ester C(C)(C)(C)OC(=O)N1CC2=C(N=C(N=C2N2[C@@H](CCC2)CO)Cl)CC1